6-(trifluoromethyl)isoindolin FC(C1=CC=C2CNCC2=C1)(F)F